NC1=CC=CC(=N1)S(=O)(=O)NC(=O)C=1C(=NC(=CC1)C=1C=NC=C(C1)OC(C)C)N1[C@H](CC[C@H]1C)C N-[(6-Amino-2-pyridyl)sulfonyl]-2-[(2S,5R)-2,5-dimethylpyrrolidin-1-yl]-6-(5-isopropoxy-3-pyridyl)pyridin-3-carboxamid